C(#N)C1=CC=C(C(=O)NNC2=CC=CC=C2)C=C1 4-cyano-N'-phenylbenzohydrazide